COCO[C@@H]1[C@@H](C[C@@H](C1)NC(OCC1=CC=CC=C1)=O)NC(OC(C)(C)C)=O benzyl tert-butyl [(1S,3R,4S)-4-(methoxymethoxy)cyclopentane-1,3-diyl]biscarbamate